C(C)C(C=O)=CCCC 2-ethyl-3-propyl-acrolein